2-(6-(1-methyl-1H-pyrazol-4-yl)pyridin-3-yl)acetic acid methyl ester COC(CC=1C=NC(=CC1)C=1C=NN(C1)C)=O